4-((5-(benzo[d][1,3]dioxin-4-yl)furan-2-yl)methyl)-8-(2-chloroacetyl)-1-thia-4,8-diazaspiro[4.5]decan-3-one O1COC(C2=C1C=CC=C2)C2=CC=C(O2)CN2C(CSC21CCN(CC1)C(CCl)=O)=O